(S)-2'-(2-ethoxypyridin-3-yl)-1-(3-propoxy-2-(trifluoromethyl)phenyl)-7'-(pyrrolidin-3-yl)-6',7'-dihydro-8'H-spiro[piperidine-4,5'-[1,7]naphthyridin]-8'-one C(C)OC1=NC=CC=C1C1=NC=2C(N(CC3(C2C=C1)CCN(CC3)C3=C(C(=CC=C3)OCCC)C(F)(F)F)[C@@H]3CNCC3)=O